OC(C(=O)O)CCCCCCCCCCCCCC(=O)O Hydroxyhexadecane-1,16-dioic acid